CC1(OC2=CC=CC=C2C(C1)NC(=O)C=1C=C(C=CC1)C(CCOC)N1C(NC(CC1=O)(CC)CC)=[NH2+])C [1-[1-[3-[(2,2-dimethylchroman-4-yl)carbamoyl]phenyl]-3-methoxy-propyl]-4,4-diethyl-6-oxo-hexahydropyrimidin-2-ylidene]ammonium